COC1=NC=NN2C1=C(C=C2)C=2C=C1C(=NC2)N=C(N1CC1CNCCC1)C 6-(4-methoxypyrrolo[2,1-f][1,2,4]triazin-5-yl)-2-methyl-1-(piperidin-3-ylmethyl)-1H-imidazo[4,5-b]pyridine